Boc-L-2,3-diaminopropionic acid CC(C)(C)OC(=O)N[C@@H](CN)C(=O)O